C(CCCCCCCCCCCCCCC)(=O)OCC(COC(CCCCCCCCCCCCCCC)=O)C (2-methyl)-propane-1,3-diyl dipalmitate